C[C@H]1[C@@H](C2=C(C1(C)C)C=C(C(=C2)C(=O)CCC(=O)O)C)C(C)C The molecule is a 4-oxo monocarboxylic acid that is a synthetic musk fragrance and hydrophobic hapten with an indane core. It has a role as a hapten and a fragrance. It is a member of indanes and a 4-oxo monocarboxylic acid. It derives from a traseolide.